(S)-3-(2-(4-(6-hydroxy-3-(3-hydroxyphenyl)-4-methyl-2H-chromen-2-yl)phenoxy)ethyl)cyclobutane-1-carboxylic acid OC=1C=C2C(=C([C@@H](OC2=CC1)C1=CC=C(OCCC2CC(C2)C(=O)O)C=C1)C1=CC(=CC=C1)O)C